O=C1N(CC2=C3C(=CC=C12)N1[C@H](CO3)CNCC1)[C@H]1C(NC(CC1)=O)=O |&1:18| rac-(R)-3-((S)-1-oxo-1,3,5,5a,6,7,8,9-octahydro-2H-pyrazino[1',2':4,5][1,4]oxazino[2,3-e]isoindol-2-yl)piperidine-2,6-dione